i-amyl acrylate C(C=C)(=O)OCCC(C)C